O(I)I.[Bi] Bismuth Oxyiodide